5-fluoro-2-methoxy-6-(2,2,2-trifluoroethyl)pyridin-3-amine FC=1C=C(C(=NC1CC(F)(F)F)OC)N